4-[5-(aminomethyl)pyrimidin-2-yl]-3-[2-methyl-5-(3,3,4,4-tetrafluoropyrrolidin-1-yl)pyrazol-3-yl]oxybenzonitrile NCC=1C=NC(=NC1)C1=C(C=C(C#N)C=C1)OC=1N(N=C(C1)N1CC(C(C1)(F)F)(F)F)C